C12(CC3CC(CC(C1)C3)C2)NCC2=CC=C(C(=O)NC3=CC(=CC=C3)NC3C(NC(CC3)=O)=O)C=C2 4-(((adamantan-1-yl)amino)methyl)-N-(3-((2,6-dioxopiperidin-3-yl)amino)phenyl)benzamide